N[C@H]1[C@@H](CC(C2=CC=C(C=C12)Br)(C)C)O (1r,2r)-1-amino-7-bromo-4,4-dimethyl-1,2,3,4-tetrahydronaphthalen-2-ol